2-(3-Oxa-6-azabicyclo[3.1.1]heptan-6-yl)-N-(5-fluoro-4-methyl-2-((3-(trifluoromethyl)bicyclo[1.1.1]pentan-1-yl)carbamoyl)phenyl)-6-methoxybenzo[d]thiazole-7-carboxamide C12COCC(N1C=1SC3=C(N1)C=CC(=C3C(=O)NC3=C(C=C(C(=C3)F)C)C(NC31CC(C3)(C1)C(F)(F)F)=O)OC)C2